COC1=CC=C(C=C1)C(OC[C@H]1[C@H]([C@H]([C@@H](S1)N1C=2N=C(NC(C2N=C1)=O)NC(C(C)C)=O)O[Si](C)(C)C(C)(C)C)O)(C1=CC=CC=C1)C1=CC=C(C=C1)OC |&1:11| N-(9-((2R,3R,4S,SR)-5-((bis(4-methoxyphenyl)(phenyl)methoxy)methyl)-3-((tert-butyldimethylsilyl)oxy)-4-hydroxytetrahydrothiophen-2-yl)-6-oxo-6,9-dihydro-1H-purin-2-yl)isobutyramide